(2-((5-chloro-2-chloropyrimidin-4-yl)amino)phenyl)phosphorus oxide ClC=1C(=NC(=NC1)Cl)NC1=C(C=CC=C1)P=O